ClC=1C(=C2CC(CC2=CC1)=O)C(F)F 5-Chloro-4-(difluoromethyl)-1,3-dihydro-2H-inden-2-one